4-[[2-(5-tert-butyl-2-methoxy-phenyl)acetyl]amino]pyridine-2-carboxylic acid C(C)(C)(C)C=1C=CC(=C(C1)CC(=O)NC1=CC(=NC=C1)C(=O)O)OC